4-(isopropylamino)-6-(1H-pyrazol-4-yl)quinoline-3-carboxylic acid C(C)(C)NC1=C(C=NC2=CC=C(C=C12)C=1C=NNC1)C(=O)O